((S)-cyclobutyl(4-fluorophenyl)methyl)-2-((S)-2,6-dioxopiperidin-3-yl)-1-oxoisoindoline-5-carboxamide C1(CCC1)[C@@H](C1=CC=C(C=C1)F)C1N(C(C2=CC=C(C=C12)C(=O)N)=O)[C@@H]1C(NC(CC1)=O)=O